ClCC(C)(C)P(C(C)(C)C)C1=CC=C(C=C1)N(C)C chloro[(p-dimethylaminophenyl)(di-tert-butylphosphine)]